2-[1-[1-(2,6-dioxo-3-piperidyl)-2-oxo-benzo[cd]indol-6-yl]-4-piperidyl]-N-[5-fluoro-7-hydroxy-6-(1,1,4-trioxo-1,2,5-thiadiazolidin-2-yl)-2-naphthyl]acetamide O=C1NC(CCC1N1C(C2=C3C(C(=CC=C13)N1CCC(CC1)CC(=O)NC1=CC3=CC(=C(C(=C3C=C1)F)N1S(NC(C1)=O)(=O)=O)O)=CC=C2)=O)=O